BrC=1C=C2C(=CNC2=CC1)C=1SC=C(N1)C(=O)N/N=C/C1CCCCC1 (E)-2-(5-bromo-1H-indol-3-yl)-N'-(cyclohexylmethylene)thiazole-4-carbohydrazide